(2S)-2-amino-4-(methylsulfanyl)-4-oxobutanoic acid hydrochloride Cl.N[C@H](C(=O)O)CC(=O)SC